S1C=NC2=C1C=CC(=C2)NC2=CC=NC1=CC=C(C=C21)C2=CC(=C(C(=O)N1CC3C(C1)CN(C3)C(=O)OC(C)(C)C)C=C2)F tert-butyl 5-(4-(4-(benzo[d]thiazol-5-ylamino)quinolin-6-yl)-2-fluorobenzoyl)hexahydropyrrolo[3,4-c]pyrrole-2(1H)-carboxylate